4-bromo-2,3-difluoro-N-methyl-6-nitro-aniline BrC1=C(C(=C(NC)C(=C1)[N+](=O)[O-])F)F